O=C1C=C(N=CN1)C(=O)NC1=CC=CC=C1 6-oxo-N-phenylpyrimidine-4-carboxamide